8-chloro-7,9-dimethyl-4-pyrrolidin-1-yl-pyrido[3',2':4,5]furo[3,2-d]pyrimidine ClC1=C(C2=C(OC3=C2N=CN=C3N3CCCC3)N=C1C)C